(4-hydroxy-1-isopropyl-1H-pyrazolo[3,4-d]pyrimidin-6-yl)methyl acetate C(C)(=O)OCC1=NC(=C2C(=N1)N(N=C2)C(C)C)O